3-[(Z)-[4-amino-8-(trans-4-aminocyclohexyloxy)-5,5-dimethyl-benzo[h]quinazolin-6-ylidene]amino]oxy-propionic acid ethyl ester C(C)OC(CCO\N=C/1\C(C=2C(=NC=NC2C2=C1C=C(C=C2)O[C@@H]2CC[C@H](CC2)N)N)(C)C)=O